4-((4,6-bis((3-(dioctylamino)propyl)amino)-1,3,5-triazin-2-yl)amino)butan-1-ol C(CCCCCCC)N(CCCNC1=NC(=NC(=N1)NCCCN(CCCCCCCC)CCCCCCCC)NCCCCO)CCCCCCCC